Cl.COC([C@@H](CC1=CC(=CC=C1)C#N)N)=O (2R)-2-amino-3-(3-cyanophenyl)propionic acid methyl ester hydrochloride